2-[3-(cyclopropoxy)-4-nitro-pyrazol-1-yl]-2-methyl-propanenitrile C1(CC1)OC1=NN(C=C1[N+](=O)[O-])C(C#N)(C)C